C12(CNCCC2C1)C1=CNC2=NC=CC=C21 3-(3-azabicyclo[4.1.0]heptan-1-yl)-1H-pyrrolo[2,3-b]pyridine